(4R) or (4S)-1-[4-(Azetidin-3-yl)phenyl]-4-(trifluoromethyl)piperidin-2-one N1CC(C1)C1=CC=C(C=C1)N1C(C[C@@H](CC1)C(F)(F)F)=O |o1:13|